C(CC(C)C)N1N=CC(=C1)B1OC(C(O1)(C)C)(C)C 1-isopentyl-4-(4,4,5,5-tetramethyl-1,3,2-dioxaborolan-2-yl)pyrazole